(+)-pinanediol C[C@@]1([C@H]2C[C@H](C2(C)C)C[C@H]1O)O